Ethyl-5-(N-(2-((2-chloro-N-(furan-2-ylmethyl)benzoylamino)methyl)-4-(piperidin-1-yl)phenyl)-N-Ethylsulfamoyl)-3-methylbenzofuran-2-carboxylic acid C(C)C1=C(C=CC2=C1C(=C(O2)C(=O)O)C)S(N(CC)C2=C(C=C(C=C2)N2CCCCC2)CN(CC=2OC=CC2)C(C2=C(C=CC=C2)Cl)=O)(=O)=O